C1(CC1)NC(=O)C1=C(N(C(C(=C1OC1=C(C(=CC=C1)[N+](=O)[O-])C)C)=O)C)NC1=C(C=C(C=C1)I)F cyclopropyl-2-((2-fluoro-4-iodophenyl)amino)-1,5-dimethyl-4-(2-methyl-3-nitrophenoxy)-6-oxo-1,6-dihydropyridine-3-carboxamide